ethylglucamine CCNC[C@@H]([C@H]([C@@H]([C@@H](CO)O)O)O)O